6-(3-chloro-2-cyclobutoxy-phenyl)-2,3-dihydro-1H-indene-1-carboxylic acid ClC=1C(=C(C=CC1)C1=CC=C2CCC(C2=C1)C(=O)O)OC1CCC1